(3-{[2-(5-Chloropyridin-2-yl)imidazo[1,2-a]pyridin-3-yl]methyl}-3,8-diazabicyclo[3.2.1]oct-8-yl)(6-methoxypyridin-2-yl)methanone ClC=1C=CC(=NC1)C=1N=C2N(C=CC=C2)C1CN1CC2CCC(C1)N2C(=O)C2=NC(=CC=C2)OC